ClC1=C(C(=O)O)C(=C(C(=C1Cl)Cl)Cl)C(=O)C=1C=C2C(=CC(N(C2=CC1O)C)(C)C)C 2,3,4,5-tetrachloro-6-(7-hydroxy-1,2,2,4-tetramethyl-1,2-dihydroquinoline-6-carbonyl)benzoic acid